N-({1,1'-biphenyl}-2-yl)carbamic acid C1(=C(C=CC=C1)NC(O)=O)C1=CC=CC=C1